dimethyl 2-((2-(3-(tert-butoxycarbonyl)-4-methoxyphenyl)allyl)oxy)-2-((dimethylamino)methyl)malonate C(C)(C)(C)OC(=O)C=1C=C(C=CC1OC)C(COC(C(=O)OC)(C(=O)OC)CN(C)C)=C